ClC1=CC(=NC=C1C#CC1=C(C=CC=C1)NS(=O)(=O)C=1C(=CC=C2C=CC=NC12)C)C(=O)OC methyl 4-chloro-5-{2-[2-(7-methylquinoline-8-sulfonamido)-phenyl]ethynyl}pyridine-2-carboxylate